NCC1=CC(=C(C=C1)NC(=O)C1=CC2=C(OCCC3=C2SC=C3)C=C1C=1C(=NC(=CC1)C(NCC1(CCC1)C)=O)C(=O)O)C 3-(9-((4-(aminomethyl)-2-methylphenyl)carbamoyl)-4,5-dihydrobenzo[b]thieno[2,3-d]oxepin-8-yl)-6-(((1-methylcyclobutyl)methyl)carbamoyl)picolinic acid